C(C)NC1=CC(=CC(=N1)N1C(C2=CC(=CC(=C2C1)C(F)(F)F)CN[C@@H]1[C@@H](CCC1)O)=O)C1=C(C=CC=C1)C1=NN=CN1C 2-(6-(Ethylamino)-4-(2-(4-methyl-4H-1,2,4-triazol-3-yl)phenyl)pyridin-2-yl)-6-((((1S,2R)-2-hydroxycyclopentyl)amino)methyl)-4-(trifluoromethyl)isoindolin-1-one